N1(CCC1)C(=O)C1CC2=C(C3=C(N=CN=C3NC3=CC4=C(C(NC45CCCCC5)=O)S3)S2)CC1 2'-((7-(azetidine-1-carbonyl)-5,6,7,8-tetrahydrobenzo[4,5]thieno[2,3-d]pyrimidin-4-yl)amino)spiro[cyclohexane-1,4'-thieno[2,3-c]pyrrol]-6'(5'H)-one